FC(C(=O)[O-])(F)F.O1CC(CC1)[NH3+] tetrahydrofuran-3-aminium 2,2,2-trifluoroacetate